C(C)(C)(C)OC(=O)N1C[C@@H]2COC3=C(CN2CC1)C=C(C(=C3F)C3=C(C=CC=C3O)Cl)OCCN3CCCCC3 (12aR)-9-(2-chloro-6-hydroxyphenyl)-10-fluoro-8-[2-(piperidin-1-yl)ethoxy]-3,4,12,12a-tetrahydro-6H-pyrazino[2,1-c][1,4]benzoxazepine-2(1H)-carboxylic acid tert-butyl ester